methyl 3-(((2-(2-(2,6-dioxopiperidin-3-yl)-1-oxoisoindolin-5-yl)pyridin-4-yl)methyl)amino)propanoate O=C1NC(CCC1N1C(C2=CC=C(C=C2C1)C1=NC=CC(=C1)CNCCC(=O)OC)=O)=O